ClCCCCC=CCCCOCOCOCCCC=CCCCCCl (3Z)-6-chloro-3-hexenylpropyloxymethyl ether